C(CCCCC)C=1N=NN(C1)CC=1C=CC(=C(C1)C(C)OCOC[C@@H]1[C@H](C[C@@H](O1)N1C(=O)NC(=O)C(C)=C1)O)[N+](=O)[O-] 5'-O-((1-(5-((4-(Hexyl)-1H-1,2,3-triazol-1-yl)methyl)-2-nitrophenyl)ethoxy)methyl)thymidine